ClC=1C=C2C=NN(C2=CC1C1CCN(CC1)CC(F)F)C=1C=NN(C1)C 5-chloro-6-(1-(2,2-difluoroethyl)piperidin-4-yl)-1-(1-methyl-1H-pyrazol-4-yl)-1H-indazole